[Si](C)(C)(C(C)(C)C)OC1=C(C=C(C=C1)CCN)C1OCCO1 2-(4-((tert-butyldimethylsilyl)oxy)-3-(1,3-dioxolan-2-yl)phenyl)ethan-1-amine